3,9-Bis(hydroxymethyl)tricyclo[5.2.1.02,6]decan OCC1C2C3C(CC(C2CC1)C3)CO